(S)-7-(Methyl(3-oxo-3-(4-(5-(trifluoromethyl)pyrimidin-2-yl)piperazin-1-yl)propyl)amino)-4-(trifluoromethyl)-2,5,6,7-tetrahydro-3H-cyclopenta[c]pyridazin-3-one CN([C@H]1CCC=2C1=NNC(C2C(F)(F)F)=O)CCC(N2CCN(CC2)C2=NC=C(C=N2)C(F)(F)F)=O